N-(2-aminoethyl)-4-(5-(4,4-difluoropiperidine-1-carbonyl)-1H-pyrrolo[2,3-b]pyridin-1-yl)benzamide NCCNC(C1=CC=C(C=C1)N1C=CC=2C1=NC=C(C2)C(=O)N2CCC(CC2)(F)F)=O